3-(3,4-Dimethylthiophen-2-yl)-1-[(1-methyl-1H-pyrazol-4-yl)(1-methyl-piperidin-3-yl)sulfamoyl]urea CC1=C(SC=C1C)NC(NS(N(C1CN(CCC1)C)C=1C=NN(C1)C)(=O)=O)=O